[Eu].N1=C(C=CC=C1C(=O)O)C(=O)O.N1=C(C=CC=C1C(=O)O)C(=O)O.N1=C(C=CC=C1C(=O)O)C(=O)O tri(2,6-pyridinedicarboxylic acid) europium